(3R)-3-{[2-(5-methylpyridin-3-yl)[1,2,4]triazolo[1,5-c]quinazolin-5-yl]amino}azepan-2-one CC=1C=C(C=NC1)C1=NN2C(=NC=3C=CC=CC3C2=N1)N[C@H]1C(NCCCC1)=O